ClC1=C(CN(C(=O)C=2C(=NN(C2F)C)C(F)F)C2CC2)C(=CC=C1)C(F)(F)F N-[2-chloro-6-(trifluoromethyl)benzyl]-N-cyclopropyl-3-(difluoromethyl)-5-fluoro-1-methyl-1H-pyrazole-4-carboxamide